N-((S)-1-((1r,4S)-4-methylcyclohexyl)-2-oxo-2-((4-(((3R,5S)-2-oxo-5-(trifluoromethyl)pyrrolidin-3-yl)methyl)pyridin-2-yl)amino)ethyl)-1H-pyrazole-5-carboxamide CC1CCC(CC1)[C@@H](C(NC1=NC=CC(=C1)C[C@H]1C(N[C@@H](C1)C(F)(F)F)=O)=O)NC(=O)C1=CC=NN1